NC1=C(C(=O)O)C=C(C=N1)C1=CC=C(C=C1)[C@]12CN(C[C@@H]2C1)C1CCOCC1 2-amino-5-(4-((1s,5r)-3-(tetrahydro-2H-pyran-4-yl)-3-azabicyclo[3.1.0]hex-1-yl)phenyl)nicotinic acid